C(C(C)(C)C)(=O)OC1CCC(C2=CC=CC=C12)=O 4-oxo-1,2,3,4-tetrahydronaphthalen-1-yl pivalate